C1(CC1)C1=NNC2=CC=C(C=C12)C1=CN=C2N1N=C(C=C2)N2CC(C2)(O)C 1-(3-(3-cyclopropyl-1H-indazol-5-yl)imidazo[1,2-b]pyridazin-6-yl)-3-methylazetidin-3-ol